Maleic acid N-2-ethyl-hexyl-amide CCN(C(\C=C/C(=O)O)=O)CCCCCC